5S,14R,15R-trihydroxy-6E,8Z,10E,12E-eicosatetraenoic acid CCCCC[C@H]([C@@H](/C=C/C=C/C=C\C=C\[C@H](CCCC(=O)O)O)O)O